4-({[(2-methylpropan-2-yl)oxy]carbonyl}amino)butyric acid-(2Z,5Z)-nona-2,5-dien-1-yl ester C(\C=C/C\C=C/CCC)OC(CCCNC(=O)OC(C)(C)C)=O